(2R,3S,4R)-tetrahydrofuran O1CCCC1